tert-Butyl (3-((4-((2-(4-methoxyphenyl)quinolin-4-yl)amino)cyclohexyl)amino)propyl)carbamate COC1=CC=C(C=C1)C1=NC2=CC=CC=C2C(=C1)NC1CCC(CC1)NCCCNC(OC(C)(C)C)=O